CN(C1=CC2=C(CC(O2)(C)C)C=C1NC(=O)C=1C=NN2C1N=CC=C2)C N-(6-(dimethylamino)-2,2-dimethyl-2,3-dihydrobenzo-furan-5-yl)pyrazolo[1,5-a]pyrimidine-3-carboxamide